BrC1=CN=C(C=2N=CN=C(C21)OC)NCC2=C(C=CC1=C2CCO1)F 5-bromo-N-((5-fluoro-2,3-dihydrobenzofuran-4-yl)methyl)-4-methoxypyrido[3,4-d]pyrimidin-8-amine